5-bromo-2-(chlorosulfonyl)-4-fluorobenzoic acid methyl ester COC(C1=C(C=C(C(=C1)Br)F)S(=O)(=O)Cl)=O